C(C)(C)(C)OC(=O)N1CC(C1)OC=1C=C2CCN(C(C2=CC1)=O)C[C@@H](CN1CC2=CC=CC=C2CC1)O 3-[[2-[(2R)-3-(3,4-dihydro-1H-isoquinolin-2-yl)-2-hydroxy-propyl]-1-oxo-3,4-dihydroisoquinolin-6-yl]oxy]azetidine-1-carboxylic acid tert-butyl ester